tert-butyl 5-bromo-3-isopropyl-2-(8-methyl-[1,2,4]triazolo[1,5-a]pyridin-6-yl)-1H-indole-1-carboxylate BrC=1C=C2C(=C(N(C2=CC1)C(=O)OC(C)(C)C)C=1C=C(C=2N(C1)N=CN2)C)C(C)C